C(#C)[C@]1(C(C(CC1)(C)C)=O)O (R)-2-ethynyl-2-hydroxy-5,5-dimethylcyclopentan-1-one